FC(C1=C(C(=O)C=2C=C(NC2)C2=NC3=C(N2)C=C(C=C3)N3C[C@@H]2N(CC3)C(CC2)=O)C=CC=C1)(F)F (R)-2-(2-(4-(2-(trifluoromethyl)benzoyl)-1H-pyrrol-2-yl)-1H-benzo[d]imidazol-6-yl)hexahydropyrrolo[1,2-a]pyrazin-6(2H)-one